[5-[(1R)-1-(3,5-dichloro-4-pyridinyl)ethoxy]-1-tetrahydropyran-2-yl-indazol-3-yl]-2-[3-(dimethylphosphorylmethyl)-3-methyl-azetidin-1-yl]pyridine-3-carbonitrile ClC=1C=NC=C(C1[C@@H](C)OC=1C=C2C(=NN(C2=CC1)C1OCCCC1)C1=C(C(=NC=C1)N1CC(C1)(C)CP(=O)(C)C)C#N)Cl